N(=NC1(CCCCC1)C#N)C1(CCCCC1)C#N azobis(1-cyclohexanecarbonitrile)